2-(3-Hydroxy-3-(trifluoromethyl)azetidin-1-yl)-6-methylpyrimidin OC1(CN(C1)C1=NC(=CC=N1)C)C(F)(F)F